O1C(=NCC1)C1=NC(=CC=C1)C=1OCCN1 2,6-bis((4S)-4,5-dihydro-oxazol-2-yl)pyridine